diisopropyl (((((((2R)-1-(6-((2-oxo-4-(pyridin-3-yl)-1,3,2-dioxaphosphorinane-2-yl) amino)-9H-purin-9-yl) propan-2-yl) oxy) methyl) phosphoryl) bis(oxy)) bis(methylene)) dicarbonate C(OC(C)C)(OCOP(=O)(CO[C@@H](CN1C2=NC=NC(=C2N=C1)NP1(OCCC(O1)C=1C=NC=CC1)=O)C)OCOC(OC(C)C)=O)=O